3-bromo-5-methyl-thieno[3,2-c]pyridin-4-one BrC1=CSC2=C1C(N(C=C2)C)=O